6-bromo-3-butylisobenzofuran-1(3H)-one BrC1=CC=C2C(OC(C2=C1)=O)CCCC